gallium-tellurium [Te].[Ga]